5-bromo-2-(isobutyryloxy)-3-((1-(4-(isobutyryloxy)phenyl)-4-methoxy-3-oxobutan-2-ylimino)methyl)phenyl nicotinate C(C1=CN=CC=C1)(=O)OC1=C(C(=CC(=C1)Br)C=NC(CC1=CC=C(C=C1)OC(C(C)C)=O)C(COC)=O)OC(C(C)C)=O